(S)-2-(3-fluoro-2-methoxy-5-(2-methoxypropan-2-yl)phenyl)-2-((R)-3-(isobutyl(5-(5,6,7,8-tetrahydro-1,8-naphthyridin-2-yl)pentyl)amino)pyrrolidin-1-yl)acetic acid FC=1C(=C(C=C(C1)C(C)(C)OC)[C@@H](C(=O)O)N1C[C@@H](CC1)N(CCCCCC1=NC=2NCCCC2C=C1)CC(C)C)OC